Myristoyl-L-carnitine CCCCCCCCCCCCCC(=O)O[C@H](CC(=O)[O-])C[N+](C)(C)C